NC(CO)CC 2-aminobutanol